C(=O)(O)C(CC=1C=C(CCN(C(CC=2C=C(C=CC2)CC(C(=O)O)C2CNCC2)=O)CCNC2=CC(=CC=C2)CC(C2CNCC2)C(=O)O)C=CC1)C1CNCC1 3-(3-(2-((3-(2-carboxy-2-(pyrrolidin-3-yl)ethyl)phenethyl)(2-((3-(2-carboxy-2-(pyrrolidin-3-yl)ethyl)phenyl)amino)ethyl)amino)-2-oxoethyl)phenyl)-2-(pyrrolidin-3-yl)propanoic acid